C12(CC3CC(CC(C1)C3)C2)NC(CNC(C2=CC=C(C(=O)NC=3SC=C(N3)C3=NC=CC=C3)C=C2)=O)=O N1-(2-(adamantan-1-ylamino)-2-oxoethyl)-N4-(4-(pyridin-2-yl)thiazol-2-yl)terephthalamide